FC1=CC(=C(OC=2N=NC(=CC2C(=O)NC2=CC=C(C=C2)C(NC)=O)C(F)(F)F)C=C1)OC 3-(4-Fluoro-2-methoxyphenoxy)-N-(4-(methylcarbamoyl)phenyl)-6-(trifluoromethyl)pyridazine-4-carboxamide